5-hydroxy-3-(2-phenoxyethyl)-2,3-dihydro-1H-pyrido[2,1-f][1,2,4]triazine-4,6-dione OC=1C(C=CN2NCN(C(C21)=O)CCOC2=CC=CC=C2)=O